dimethyl 4-((1r,3r)-3-((tert-butoxycarbonyl)amino)cyclobutoxy)-5-methoxyphthalate C(C)(C)(C)OC(=O)NC1CC(C1)OC=1C=C(C(C(=O)OC)=CC1OC)C(=O)OC